C(C=C)(=O)N1[C@H](CN(C[C@H]1C)C1=NC(N2C3=C(C(=C(C=C13)C(F)(F)F)C1=C(C=C(C(=C1)I)F)F)SC[C@@H]2COC)=O)C (3S,10S)-7-((3S,5R)-4-acryloyl-3,5-dimethylpiperazin-1-yl)-10-(2,4-difluoro-5-iodophenyl)-3-(methoxymethyl)-9-(trifluoromethyl)-2,3-dihydro-5H-[1,4]thiazino[2,3,4-ij]quinazolin-5-one